N-[(6-Amino-2-pyridyl)sulfonyl]-2-[3-(3,4-difluorophenyl)-1-piperidyl]-6-(6-isopropoxy-3-pyridyl)pyridin-3-carboxamid NC1=CC=CC(=N1)S(=O)(=O)NC(=O)C=1C(=NC(=CC1)C=1C=NC(=CC1)OC(C)C)N1CC(CCC1)C1=CC(=C(C=C1)F)F